Methyl (2-(4-((tert-butoxycarbonyl) amino) phenyl) thiazole-4-carbonyl)-L-seryl-L-alaninate C(C)(C)(C)OC(=O)NC1=CC=C(C=C1)C=1SC=C(N1)C(=O)N[C@@H](CO)C(=O)N[C@@H](C)C(=O)OC